1-(2,2-Diethoxyethyl)-4,5,6,7-tetrahydro-1H-indole-2-carboxamide C(C)OC(CN1C(=CC=2CCCCC12)C(=O)N)OCC